2-(methylamino)-3-nitro-benzonitrile CNC1=C(C#N)C=CC=C1[N+](=O)[O-]